2-methyl-5-(trifluoromethyl)-1,3,4-oxadiazole CC=1OC(=NN1)C(F)(F)F